N-(3-(1H-pyrazol-4-yl)phenyl)-6-(piperazin-1-yl)pyridazin-3-amine N1N=CC(=C1)C=1C=C(C=CC1)NC=1N=NC(=CC1)N1CCNCC1